N1N=NC2=C1C=CC=C2N2CCN(CC2)CCC(C=CC=C)=C 1-(4-(1,2,3-benzotriazolyl)-1-piperazinyl)-3-methylenehepta-4,6-diene